ClCC(C)CCC[C@@H](C)[C@H]1CC[C@H]2[C@@H]3CC=C4C[C@@H](O)CC[C@]4(C)[C@H]3CC[C@]12C chlorocholesterol